FC=1C=C(C(=O)OCC)C=C(C1C=C)C(F)(F)F ethyl 3-fluoro-5-(trifluoromethyl)-4-vinylbenzoate